N-{2,3-dihydrospiro[inden-1,4'-piperidin]-2-yl}-2-methylpropane-2-sulfinamide N1CCC2(CC1)C(CC1=CC=CC=C12)NS(=O)C(C)(C)C